isopropoxy(4-methoxyphenyl)(phenyl)phosphine C(C)(C)OP(C1=CC=CC=C1)C1=CC=C(C=C1)OC